1-[4-(triethoxysilyl)phenyl]-1-phenylethene C(C)O[Si](C1=CC=C(C=C1)C(=C)C1=CC=CC=C1)(OCC)OCC